N-(3,3,3-trifluoro-2-methoxypropyl)-4-{(S)-1,7-diaza-7-spiro[4.4]nonyl}-5-(3,5-difluorophenyl)nicotinamide FC(C(CNC(C1=CN=CC(=C1N1C[C@]2(CCCN2)CC1)C1=CC(=CC(=C1)F)F)=O)OC)(F)F